COC1=NC=NC(=C1C1=NN2C(C(=CC=C2)CC2=CC=C(C=C2)C=2N(C=C(N2)C(F)(F)F)C)=N1)OC 2-(4,6-dimethoxypyrimidin-5-yl)-8-(4-(1-methyl-4-(trifluoromethyl)-1H-imidazol-2-yl)benzyl)-[1,2,4]triazolo[1,5-a]pyridine